C1(CC1)OC1=C(C=C(C=C1)C1(CCN(CC1)C)O)N=C(C1=CC=CC=C1)C1=CC=CC=C1 4-(4-Cyclopropoxy-3-((diphenylmethylene)amino)phenyl)-1-methylpiperidin-4-ol